OC=1C=C2C=C(N(C2=CC1)C(=O)OC(C)(C)C)C=1C=NC(=CC1)N1C[C@@H](CCC1)O tert-butyl 5-hydroxy-2-{6-[(3R)-3-hydroxypiperidin-1-yl]pyridin-3-yl}-1H-indole-1-carboxylate